[Zr].[La].[Li] lithium-lanthanum zirconium